CC1OCCC1N1CCCCC1 1-(2-methyltetrahydrofuran-3-yl)piperidin